NC1=CC=C(C=C1)SC1=CC=C(C=C1)N p-aminophenyl thioether